glycidoxypropylmethoxydiethylsilane C(C1CO1)OCCC[Si](CC)(CC)OC